Cl.FC(C=1C=C(OC2CNC2)C=CC1)(F)F 3-(3-(trifluoromethyl)phenoxy)azetidine hydrochloride